N-(5-((9-ethyl-3,9-diazaspiro[5.5]undecan-3-yl)methyl)pyridin-2-yl)-5-fluoro-4-(5-fluoro-1,1-dimethyl-2,3-dihydro-1H-benzo[d]pyrrolo[1,2-a]imidazol-7-yl)pyrimidin-2-amine C(C)N1CCC2(CCN(CC2)CC=2C=CC(=NC2)NC2=NC=C(C(=N2)C2=CC3=C(N=C4N3C(CC4)(C)C)C(=C2)F)F)CC1